octenyl 4-hydroxybenzoate OC1=CC=C(C(=O)OC=CCCCCCC)C=C1